(R)-8-(4-acryloylpiperazin-1-yl)-11-(3-chloro-4-fluorophenyl)-3-methoxy-10-(trifluoromethyl)-3,4-dihydro-2H,6H-[1,4]thiazepino[2,3,4-ij]quinazolin-6-one C(C=C)(=O)N1CCN(CC1)C1=NC(N2C3=C(C(=C(C=C13)C(F)(F)F)C1=CC(=C(C=C1)F)Cl)SC[C@@H](C2)OC)=O